4-(5-cyano-2-methylphenyl)-6-methylnicotinic acid C(#N)C=1C=CC(=C(C1)C1=CC(=NC=C1C(=O)O)C)C